CC1(C2=C(C(C=3C4=CC=CC=C4NC13)=O)C=CC=C2)C 6,6-dimethyl-5,6-dihydro-11H-benzo[b]carbazol-11-one